COC1=CC=C(C=C1)[C@@H]1[C@H](CN(C1)C(=O)OC(C)(C)C)COS(=O)(=O)C (3R,4S)-tert-Butyl 4-(4-Methoxyphenyl)-3-{[(methylsulfonyl)oxy]-methyl}pyrrolidine-1-carboxylate